hydroxy-5-methyl-pyridine-2-carboxamidine OC=1C(=NC=C(C1)C)C(=N)N